Tetrakisacetonitrile copper [Cu].C(C)#N.C(C)#N.C(C)#N.C(C)#N